FC1=CC=C(CC2=CC=C3CCN(CC3=C2)C(C=C)=O)C=C1 1-(7-(4-fluorobenzyl)-3,4-dihydroisoquinolin-2(1H)-yl)prop-2-en-1-one